1-(2-(5-(3-chlorophenyl)isoindolin-2-yl)-2-oxoethyl)-1H-1,2,4-triazole-3-carbonitrile ClC=1C=C(C=CC1)C=1C=C2CN(CC2=CC1)C(CN1N=C(N=C1)C#N)=O